tert-butyl 2-amino-3-cyano-6-methyl-spiro[5,6-dihydrocyclopenta[b]thiophene-4,3'-azetidine]-1'-carboxylate NC1=C(C2=C(S1)C(CC21CN(C1)C(=O)OC(C)(C)C)C)C#N